1-((3-bromo-1-((2-(trimethylsilyl)ethoxy)methyl)-1H-indol-5-yl)ethynyl)cyclohexan-1-ol BrC1=CN(C2=CC=C(C=C12)C#CC1(CCCCC1)O)COCC[Si](C)(C)C